tert-butyl ((S)-1-(((4S,7R,9aS)-7-((R)-chroman-4-ylcarbamoyl)-5-oxooctahydropyrrolo[2,1-b][1,3]oxazepin-4-yl)amino)-1-oxopropan-2-yl)(methyl)carbamate O1CC[C@H](C2=CC=CC=C12)NC(=O)[C@H]1CC[C@@H]2OCC[C@@H](C(N21)=O)NC([C@H](C)N(C(OC(C)(C)C)=O)C)=O